decene-1,10-dinitrile C(C=CCCCCCCC#N)#N